N-(2-fluoro-4-pyridyl)-1,5-naphthyridin-2-amine FC1=NC=CC(=C1)NC1=NC2=CC=CN=C2C=C1